3-(5-Aminonaphthalen-1-yl)-7-(1H-pyrrole-2-carbonyl)-N-(tetrahydro-2H-pyran-4-yl)-5,6,7,8-tetrahydroimidazo[1,5-a]Pyrazine-1-carboxamide NC1=C2C=CC=C(C2=CC=C1)C1=NC(=C2N1CCN(C2)C(=O)C=2NC=CC2)C(=O)NC2CCOCC2